(5-{4-[6-(1-methylpyrazol-4-yl)pyrazolo[1,5-a]pyridin-3-yl]piperazin-1-yl}pyridin-2-yl)(phenyl)methanol CN1N=CC(=C1)C=1C=CC=2N(C1)N=CC2N2CCN(CC2)C=2C=CC(=NC2)C(O)C2=CC=CC=C2